CARBAZOLIUM C1=CC=CC=2C3=CC=CC=C3[NH2+]C12